C(=O)(OC(C)(C)C)[C@](N)(CC(=O)O)C(=O)O.[N] nitrogen α-Boc-aspartic acid